(1R)-2-[2-(4-bromo-2-fluorophenyl)-7-cyclopropylpyrazolo[1,5-a]pyrimidine-5-carbonyl]-1-methyl-1,2,3,4-tetrahydroisoquinoline BrC1=CC(=C(C=C1)C1=NN2C(N=C(C=C2C2CC2)C(=O)N2[C@@H](C3=CC=CC=C3CC2)C)=C1)F